FC(CC)(F)C=1C=C(C=CC1)NC(=O)C=1C(=NN(C1C(=O)OC)C1=CC=C(C=C1)OC)C methyl 4-((3-(1,1-difluoropropyl) phenyl) carbamoyl)-1-(4-methoxyphenyl)-3-methyl-1H-pyrazole-5-carboxylate